N(=[N+]=[N-])N[C@H](C)C(=O)O azido-d-alanine